mono-2-ethyl-5-oxohexylphthalate C(C)C(COC(C=1C(C(=O)[O-])=CC=CC1)=O)CCC(C)=O